C(C)(C)(C)OC(=O)N1CCN(CC1)C1=NC=NC2=CC=C(C=C12)C=1C=NC(=C(C1)NS(=O)(=O)C1=C(C=C(C=C1)F)F)OC 4-(6-(5-((2,4-difluorophenyl)sulfonamido)-6-methoxypyridin-3-yl)quinazolin-4-yl)piperazine-1-carboxylic acid tert-butyl ester